C1(CC1)C1=C(C(=NO1)C1=C(C=NC=C1Cl)Cl)COC12CCC(CC1)(CC2)COC=2C=C1C(=CC=NC1=CC2)OC(C)C 6-((4-((5-Cyclopropyl-3-(3,5-dichloropyridin-4-yl)isoxazol-4-yl)methoxy)bicyclo[2.2.2]octan-1-yl)methoxy)-4-isopropoxychinolin